C(CC=C)OC1=NC(=NN2C1=NC=C2C)Cl 4-(but-3-en-1-yloxy)-2-chloro-7-methylimidazo[2,1-f][1,2,4]triazine